N-(cyclopropylmethyl)-N-(3-oxo-4H-1,4-benzothiazin-5-yl)nitrosamide C1(CC1)CN(N=O)C1=CC=CC2=C1NC(CS2)=O